N-thymineacetyl-D-aspartic acid N1C(=O)NC(=O)C(CCC(=O)N[C@H](CC(=O)O)C(=O)O)=C1